(2R)-2-Amino-3-hydroxy-3-methyl-N-[3-methyl-4-(2-methyl-1H-pyrrolo[2,3-b]pyridin-4-yl)phenyl]butanamide N[C@@H](C(=O)NC1=CC(=C(C=C1)C1=C2C(=NC=C1)NC(=C2)C)C)C(C)(C)O